FC(C1=CC=C(OC2=CC=C(C(=O)O)C=C2)C=C1)(F)F 4-[4-(Trifluoromethyl)phenoxy]benzoic acid